ClC1=CC2=C(N=N1)C=CN2C(=O)OC(C)(C)C tert-butyl 3-chloropyrrolo[3,2-c]pyridazine-5-carboxylate